C1(CC1)C=1C(NC2=CC(=CN=C2C1)CN1CCC(=CC1)C1=NC=C(C=C1)F)=O 3-cyclopropyl-7-((5-fluoro-3',6'-dihydro-[2,4'-bipyridin]-1'(2'H)-yl)methyl)-1,5-naphthyridin-2(1H)-one